C(C)(C)(C)OC(=O)NC(C(=O)[O-])CI 2-[(tert-butoxycarbonyl) amino]-3-iodopropanoate